N1=CN=C2NC=NC2=C1C=1C(=NC=CC1)NC=1C=C(C=CC1C)NC(C1=NC=CC(=C1)C1CC1)=O N-(3-(3-(9H-purin-6-yl)pyridin-2-ylamino)-4-methylphenyl)-4-cyclopropylpicolinamide